EthyleneDiamineTetra(methyl-Phosphonic Acid) C(CN(P(OC)(O)=O)P(OC)(O)=O)N(P(OC)(O)=O)P(OC)(O)=O